2-{4-[amino(phenyl)methyl]phenyl}-N-(1-methylpiperidin-4-yl)-1-(2,2,2-trifluoroethyl)-1H-indol-4-amine NC(C1=CC=C(C=C1)C=1N(C=2C=CC=C(C2C1)NC1CCN(CC1)C)CC(F)(F)F)C1=CC=CC=C1